2-(5-iodo-pyridin-2-yl)-2-methyl-propionitrile IC=1C=CC(=NC1)C(C#N)(C)C